BrCCCCCCN1C(C2=CC=CC=C2C1=O)=O 2-(6-bromohexyl)isoindoline-1,3-dione